6-amino-3-methoxy-1-methyl-2-(4-(3-(piperidin-1-yl)propoxy)phenyl)quinolin-4(1H)-one NC=1C=C2C(C(=C(N(C2=CC1)C)C1=CC=C(C=C1)OCCCN1CCCCC1)OC)=O